2-(4-benzhydryl-phenyl-vinyl)pyridine bromide [Br-].C(C1=CC=CC=C1)(C1=CC=CC=C1)C1=CC=C(C=C1)C=CC1=NC=CC=C1